5-chloro-2-(N-((1S,2R)-2-(6-fluoro-2,3-dimethylphenyl)-1-(2H-tetrazol-5-yl)propyl)sulfamoyl)benzamide ClC=1C=CC(=C(C(=O)N)C1)S(N[C@@H]([C@H](C)C1=C(C(=CC=C1F)C)C)C=1N=NNN1)(=O)=O